methyl 4-(6-(1-(4-methylbenzenesulfonyl)-1H-indol-3-yl)-8-azabicyclo[3.2.1]oct-8-yl)butyrate CC1=CC=C(C=C1)S(=O)(=O)N1C=C(C2=CC=CC=C12)C1C2CCCC(C1)N2CCCC(=O)OC